((6'R,7a'R)-2,2,6'-trifluorodihydro-1'H,3'H-spiro[cyclopropane-1,2'-pyrrolizin]-7a'(5'H)-yl)methanol FC1(CC12C[C@@]1(C[C@H](CN1C2)F)CO)F